The molecule is an L-isoleucine derivative that is the amide obtained by formal condensation of the carboxy group of L-isoleucine with the amino group of 2-naphthylamine. It has a role as a chromogenic compound. It is a N-(2-naphthyl)carboxamide, an amino acid amide and a L-isoleucine derivative. CC[C@H](C)[C@@H](C(=O)NC1=CC2=CC=CC=C2C=C1)N